OC=1C=CC=C(C(=O)Cl)C1 5-hydroxybenzoyl chloride